O=C1NC(CCC1N1C(C2=CC=C(C=C2C1=O)N1CC(C1)CN1CCNCC1)=O)=O 4-((1-(2-(2,6-dioxopiperidin-3-yl)-1,3-dioxoisoindolin-5-yl)azetidin-3-yl)methyl)piperazin